methyl-4-(sec-butoxy)-2-(4-fluorostyryl)-6-hydroxybenzoate COC(C1=C(C=C(C=C1O)OC(C)CC)C=CC1=CC=C(C=C1)F)=O